2,3-dibromoprop-2-en-1-yl 2-methylpropanoate CC(C(=O)OCC(=CBr)Br)C